tert-butyl 6-(4-(7-((2-(2,6-dioxopiperidin-3-yl)-1,3-dioxoisoindolin-5-yl)oxy)heptyl)piperazin-1-yl)nicotinate O=C1NC(CCC1N1C(C2=CC=C(C=C2C1=O)OCCCCCCCN1CCN(CC1)C1=NC=C(C(=O)OC(C)(C)C)C=C1)=O)=O